CC(=O)O.CC(=O)O.C1CCC(CC1)N.N.Cl[Pt]Cl The molecule is a platinum coordination entity that consists of a central platunum atom bound to chloro (x2), acetate (x2), amino, and cyclohexylamino groups. Used for treatment of advanced prostate cancer. It has a role as an antineoplastic agent.